C1(=CC=CC=C1)C(C=C)OC1=CC=C(C=O)C=C1 4-(1-phenyl-2-propenoxy)-benzaldehyde